IC=1C2=C(SC1)C=CS2 3-Iodothieno[3,2-b]thiophen